C(C)(C)(C)OC(=O)N[C@@H](CC1=CC=CC=C1)C(=O)N[C@@H](C(C)C)C(=O)NCC(=O)N[C@@H](CC[Se]C)C(=O)O N-tert-butoxycarbonyl-phenylalanyl-valyl-glycyl-seleno-methionine